N-(4-(4-amino-3-(3-fluoro-4-((4-methylpyrimidin-2-yl)oxy)phenyl)-7-(4-(trifluoromethyl)pyridin-2-yl)thieno[3,2-c]pyridin-2-yl)-3-methylphenyl)methacrylamide NC1=NC=C(C2=C1C(=C(S2)C2=C(C=C(C=C2)NC(C(=C)C)=O)C)C2=CC(=C(C=C2)OC2=NC=CC(=N2)C)F)C2=NC=CC(=C2)C(F)(F)F